CC1=NC(=CC(=C1)NC1=NC=C2C(=N1)N(N(C2=O)CC=C)C2=NC(=CC=C2)OC2CCN(CC2)C)C 6-[(2,6-dimethylpyridin-4-yl)amino]-1-{6-[(1-methylpiperidin-4-yl)oxy]pyridin-2-yl}-2-(prop-2-en-1-yl)-1H,2H,3H-pyrazolo[3,4-d]pyrimidin-3-one